FC(CN1C(=NC2=NC=C(C=C21)C=2C=CN1N=C(N=CC12)C1(CC(C1)NC)N)C)F 1-(5-(1-(2,2-difluoroethyl)-2-methyl-1H-imidazo[4,5-b]pyridin-6-yl)pyrrolo[2,1-f][1,2,4]triazin-2-yl)-N3-methylcyclobutane-1,3-diamine